(3AS,4R,6aR)-1-((S)-2-amino-3-methylbutanoyl)-4-(4-dihydroxyboryl-butyl)octahydropyrrolo[3,4-b]pyrrole-4-carboxylic acid N[C@H](C(=O)N1[C@@H]2[C@H](CC1)[C@@](NC2)(C(=O)O)CCCCB(O)O)C(C)C